C1(C=CC(N1C1=NC=C(C=C1)N1C(C=CC1=O)=O)=O)=O 2,5-bismaleimidopyridine